4-Phenyl-7-[3-(9-phenylcarbazol-3-yl)carbazol-9-yl]-[1,3,5]triazino-[2,1-b][1,3]benzoxazol-2-on C1(=CC=CC=C1)C1=NC(N=C2OC3=C(N21)C=C(C=C3)N3C2=CC=CC=C2C=2C=C(C=CC32)C=3C=CC=2N(C1=CC=CC=C1C2C3)C3=CC=CC=C3)=O